NC1=NC=CC(=N1)C1=C(C=2C(NC[C@@H](C2N1)CCOC)=O)NC1=C(C(=CC=C1)Cl)OC (7S)-2-(2-aminopyrimidin-4-yl)-3-[(3-chloro-2-methoxyphenyl)amino]-7-(2-methoxyethyl)-1H,5H,6H,7H-pyrrolo[3,2-c]pyridin-4-one